3-[7-fluoro-1-(pyridin-3-ylmethyl)benzoimidazol-2-yl]-4-methyl-1,2,5-thiadiazole FC1=CC=CC2=C1N(C(=N2)C2=NSN=C2C)CC=2C=NC=CC2